[N+](=O)([O-])C=1C=NN(C1)[C@@H](C1CN(C1)C(=O)OC(C)(C)C)C1=CC=CC=C1 tert-butyl (S)-3-((4-nitro-1H-pyrazol-1-yl)(phenyl)methyl)azetidine-1-carboxylate